C(C)(=O)C=1C(OC2=C(C1N1CCOCC1)C=CC(=C2)NC2=NC=CC(=N2)C2=CC1=C(N(N=C1C=C2)C)C)=O 3-acetyl-7-((4-(2,3-dimethyl-2H-indazol-5-yl)pyrimidin-2-yl)amino)-4-morpholinyl-2H-benzopyran-2-one